COC1(CC(C(C(C(OC2(CNC2)CN(CC(C1)C)C)=O)C)=O)C)C 11-methoxy-7,9,11,13,15-pentamethyl-5-oxa-2,15-diazaspiro[3.12]hexadecane-6,8-dione